tert-butyl 5-(2,5-dihydrofuran-3-yl)indoline-1-carboxylate O1CC(=CC1)C=1C=C2CCN(C2=CC1)C(=O)OC(C)(C)C